4-(trifluoromethyl)benzene FC(C1=CC=CC=C1)(F)F